C(C)C=1C(NC=2C=C(C=NC2C1)CN1CCN(CC1)C=1SC=CN1)=O 2-(4-((7-ethyl-6-oxo-5,6-dihydro-1,5-naphthyridin-3-yl)methyl)piperazin-1-yl)thiazole